((4R,4'R,5R,5'R)-pyridine-2,6-diylbis(4,5-diphenyl-4,5-dihydro-1H-imidazole-2,1-diyl))bis(naphthalen-1-ylmethanone) N1=C(C=CC=C1C=1N([C@@H]([C@H](N1)C1=CC=CC=C1)C1=CC=CC=C1)C(=O)C1=CC=CC2=CC=CC=C12)C=1N([C@@H]([C@H](N1)C1=CC=CC=C1)C1=CC=CC=C1)C(=O)C1=CC=CC2=CC=CC=C12